8-[[3,3-Difluoro-1-(2-hydroxyethyl)-4-piperidyl]oxy]-2,2-dimethyl-3,4-dihydropyrido[3,2-f][1,4]oxazepin-5-one FC1(CN(CCC1OC=1C=CC=2C(NCC(OC2N1)(C)C)=O)CCO)F